C(C)OC(=O)C=1C(=NN2C1C(=NC=C2)C)C 2,4-dimethylpyrazolo[1,5-a]pyrazine-3-carboxylic acid ethyl ester